3-(trimethoxysilyl)propyldimethyl-octadecyl-ammonium CO[Si](CCC[N+](CCCCCCCCCCCCCCCCCC)(C)C)(OC)OC